(1aR,5aR)-2-(2,4-Difluoro-phenyl)-1a,2,5,5a-tetrahydro-1H-2,3-diaza-cyclopropa[a]pentalene-4-carboxylic acid (2-o-tolyl-ethyl)-amide C1(=C(C=CC=C1)CCNC(=O)C=1C=2C[C@@H]3[C@H](C2N(N1)C1=C(C=C(C=C1)F)F)C3)C